6-chloro-N-[5-(2,2-difluoroethoxy)-4,6-dimethoxy-pyrimidin-2-yl]-7-(5-pyrimidyl)-1H-indole-3-sulfonamide ClC1=CC=C2C(=CNC2=C1C=1C=NC=NC1)S(=O)(=O)NC1=NC(=C(C(=N1)OC)OCC(F)F)OC